ClC=1C=CC=2C(=C3N(C2C1C=1C(=NN(C1C)C)C)[C@@H](CN(C3=O)C3=CNC1=CC=C(C=C31)C(=O)OC)C)CCCOC3=CC(=C(C(=C3)C)Cl)C Methyl (R)-3-(7-chloro-10-(3-(4-chloro-3,5-dimethylphenoxy)propyl)-4-methyl-1-oxo-6-(1,3,5-trimethyl-1H-pyrazol-4-yl)-3,4-dihydropyrazino[1,2-a]indol-2(1H)-yl)-1H-indole-5-carboxylate